ClC1=C(C(=C(C=C1OC)OC)Cl)C=1N=C(C2=C(N1)C=NC(=C2)N[C@H]2[C@H](COC2)NC(C=C)=O)NC N-((3R,4S)-4-((2-(2,6-dichloro-3,5-dimethoxyphenyl)-4-(methylamino)pyrido[3,4-d]pyrimidin-6-yl)amino)tetrahydro-furan-3-yl)acrylamide